N[C@@H](C(=O)O)CNC(C1=C(C(=CC=C1)C=1C(=NN(C1C)C)C)F)=O (R)-2-amino-3-(2-fluoro-3-(1,3,5-trimethyl-1H-pyrazol-4-yl)benzamido)propanoic acid